CNCCN1CCNCC1 N-(2-methylaminoethyl)-piperazine